C(CC)C1(OC2=C(C(C1)=O)C=C(C=C2)C2=NC(=NO2)C=2C=NC=CC2)CCC 2,2-dipropyl-6-[3-(pyridin-3-yl)-1,2,4-oxadiazol-5-yl]-3,4-dihydro-2H-1-benzopyran-4-one